NC1=CC=C(C=C1)C1=NC(=NC(=N1)C1=CC=C(C=C1)N)C1=CC=C(C=C1)N 2,4,6-Tri(4-aminophenyl)-1,3,5-triazine